(Sa)-6-(4-Fluoro-1-((6-fluoronaphthalin-2-yl)methyl)-1H-indol-7-carboxamido)spiro[3.3]-heptan FC1=C2C=CN(C2=C(C=C1)C(=O)NC1CC2(CCC2)C1)CC1=CC2=CC=C(C=C2C=C1)F